CC(CC)OC(C)CC β-butylether